FC=CCN 3-fluoroprop-2-en-1-amine